2-(2-amino-6-(isobutylamino)-9H-purin-9-yl)-N-(1-ethyl-3-methyl-1H-pyrazol-5-yl)acetamide NC1=NC(=C2N=CN(C2=N1)CC(=O)NC1=CC(=NN1CC)C)NCC(C)C